C1(CC1)C=1C=C(C=CC1F)[C@H]1CC2(CN(C2)C(=O)C2CC(C2)(C)O)CC1 |r| (rac)-(6-(3-Cyclopropyl-4-fluorophenyl)-2-azaspiro[3.4]octan-2-yl)((1s,3s)-3-hydroxy-3-methylcyclobutyl)methanon